Imidazolium Bis(trifluoromethanesulfonyl)imide [N-](S(=O)(=O)C(F)(F)F)S(=O)(=O)C(F)(F)F.N1C=[NH+]C=C1